2-(6-Fluoro-1-(pyridin-3-ylmethyl)-1H-indazol-3-yl)-5-(phenyldiazenyl)pyrimidine-4,6-diamine FC1=CC=C2C(=NN(C2=C1)CC=1C=NC=CC1)C1=NC(=C(C(=N1)N)N=NC1=CC=CC=C1)N